FC1=C(C=CC(=C1F)C=1C=C2C=NC(=NC2=CC1F)N[C@@H]1CNCCC1)NS(=O)(=O)CC1=CC=CC=C1 (S)-N-(2,3-difluoro-4-(7-fluoro-2-(piperidin-3-ylamino)quinazolin-6-yl)phenyl)-1-phenylmethanesulfonamide